tert-butyl 4-((1-(6-aminopyridin-3-yl)piperidin-4-yl)methyl)piperazine-1-carboxylate NC1=CC=C(C=N1)N1CCC(CC1)CN1CCN(CC1)C(=O)OC(C)(C)C